Cl.NCC=1C=C2C3(C(N(CC2=CN1)C1=C(C(=CC(=C1F)OC)OC)F)=O)CC3 6'-(aminomethyl)-2'-(2,6-difluoro-3,5-dimethoxyphenyl)-1'H-spiro[cyclopropane-1,4'-[2,7]naphthyridin]-3'(2'H)-one HCl salt